C(C)(=O)[Sn] acetyl-tin